BrC=1C(=NN2C1N=C(C=C2N(C(OC(C)(C)C)=O)CC2=CC(=CC=C2)C=2N(C=CN2)C)C2(CC2)O[Si](C)(C)C(C)(C)C)C tert-Butyl (3-bromo-5-(1-((tert-butyldimethylsilyl)oxy)cyclopropyl)-2-methylpyrazolo[1,5-a]pyrimidin-7-yl)(3-(1-methyl-1H-imidazol-2-yl)benzyl)carbamate